4-(3-bromophenyl)-3,3-dimethylbutanoic acid BrC=1C=C(C=CC1)CC(CC(=O)O)(C)C